CC1OC(CN(C1)C1=NC=C(C=N1)N)C 2-(2,6-dimethylmorpholino)pyrimidin-5-amine